2-[1-[2-(1,3-Benzodioxol-5-yl)-3,6-dimethyl-4-oxo-chromen-8-yl]ethylamino]benzoic acid O1COC2=C1C=CC(=C2)C=2OC1=C(C=C(C=C1C(C2C)=O)C)C(C)NC2=C(C(=O)O)C=CC=C2